ClC=1C=C2C(=C(C=NC2=CC1)C(=O)N1CCN(CC1)C(=O)C1CC1)N1CCC(CC1)(C#N)C1=CC=CC=C1 1-(6-chloro-3-(4-(cyclopropanecarbonyl)piperazine-1-carbonyl)quinolin-4-yl)-4-phenylpiperidine-4-carbonitrile